C(C)(C)C1=NN(C(=C1)C(=O)OC)C methyl 3-isopropyl-1-methyl-1H-pyrazole-5-carboxylate